5-[[(3,4-dimethylpyrimidino[4',5':4,5]thieno[2,3-c]pyridazin-8-yl)amino]methyl]-2-fluoro-N-isopropyl-benzamide CC1=C(C2=C(N=N1)SC1=C2N=CN=C1NCC=1C=CC(=C(C(=O)NC(C)C)C1)F)C